FC1=NN(C2=C(C=CC=C12)C(=O)[O-])C1OCCCC1 fluoro-1-tetrahydropyran-2-yl-indazole-7-carboxylate